C(#N)C(C)(C)S(=O)(=O)C1(CC1)CN1C(C2=C(CC1)C(=NN2C)C(=O)N)=O 6-((1-((2-cyanopropan-2-yl)sulfonyl)cyclopropyl)methyl)-1-methyl-7-oxo-4,5,6,7-tetrahydro-1H-pyrazolo[3,4-c]pyridine-3-carboxamide